5-chloro-6-methyl-N-(3-(S-methylsulfonimidoyl)phenyl)-2-(6-azaspiro[2.5]octan-6-yl)nicotinamide ClC=1C(=NC(=C(C(=O)NC2=CC(=CC=C2)S(=O)(=N)C)C1)N1CCC2(CC2)CC1)C